ethane-sulfonamide hydrochloride Cl.C(C)S(=O)(=O)N